dimethyl-silyl-(2-phenyl-1H-inden-1-yl)(2,3,4,5-tetramethylcyclopenta-2,4-dienyl)zirconium dichloride [Cl-].[Cl-].C[SiH]([Zr+2](C1C(=C(C(=C1C)C)C)C)C1C(=CC2=CC=CC=C12)C1=CC=CC=C1)C